N-((1R,2R)-1-(4-aminophenyl)-1,3-dihydroxypropane-2-yl)-2,2-dichloroacetamide NC1=CC=C(C=C1)[C@H]([C@@H](CO)NC(C(Cl)Cl)=O)O